C(C1=CC=CC=C1)OC1=C(OCCCCCCC(=O)OC)C=CC(=C1)C=1SC(=CC1C1=CC(=C(C=C1)C#N)F)C(=O)N1C2CC(CC1CC2)NC(=O)OC(C)(C)C Methyl 7-(2-(benzyloxy)-4-(5-(3-((tert-butoxycarbonyl)amino)-8-azabicyclo[3.2.1]octane-8-carbonyl)-3-(4-cyano-3-fluorophenyl)thiophen-2-yl)phenoxy)heptanoate